ClC1=CC(=C(C=C1)C=1C=NC=2N(N1)C=C(N2)COC2=NC=CC=C2)C (4-Chloro-2-methyl-phenyl)-6-(2-pyridyloxymethyl)imidazo[1,2-b][1,2,4]triazin